C(C)(C)C1=C(C=CC=C1)NC(=S)NC(=O)NCCC1CCN(CC1)C1=NN(C=N1)C1=CC=C(C=C1)OC(F)(F)F 1-[(2-Isopropylphenyl)carbamothioyl]-3-[2-[1-[1-[4-(trifluoromethoxy)phenyl]-1,2,4-triazol-3-yl]-4-piperidyl]ethyl]urea